NC1=NN2C(C=C(C=C2)C=2C=NC(=C(C(=O)NCC3=C(C=CC(=C3)F)OCC(F)(F)F)C2)OC)=N1 5-(2-amino-[1,2,4]triazolo[1,5-a]pyridin-7-yl)-N-(5-fluoro-2-(2,2,2-trifluoroethoxy)benzyl)-2-methoxynicotinamide